tert-butyl (3S,5R)-3-(3-((7-(benzylamino)-4-methyl-2,3-dioxo-1,2,3,4-tetrahydroquinoxalin-5-yl)oxy)propyl)-4,4-difluoro-5-methylpiperidine-1-carboxylate C(C1=CC=CC=C1)NC1=CC(=C2N(C(C(NC2=C1)=O)=O)C)OCCC[C@H]1CN(C[C@H](C1(F)F)C)C(=O)OC(C)(C)C